2-((1H-imidazole-1-carbonyl)oxy)propane-1,3-diyl dipentanoate C(CCCC)(=O)OCC(COC(CCCC)=O)OC(=O)N1C=NC=C1